C12CN(CC(CC1)N2)C=2OC1=C(N2)C(=C(C=C1C1=NC=CC=C1)Cl)OC(F)(F)F 2-(3,8-diazabicyclo[3.2.1]octan-3-yl)-5-chloro-7-(pyridin-2-yl)-4-(trifluoromethoxy)benzo[d]oxazole